N-(2-Fluoropropyl)-4-(5-(p-tolyl)-3-(trifluoromethyl)-1H-pyrazol-1-yl)benzenesulfonamide FC(CNS(=O)(=O)C1=CC=C(C=C1)N1N=C(C=C1C1=CC=C(C=C1)C)C(F)(F)F)C